3,3',3'',5,5',5''-Hexa-tert-butyl-α,α',α''-(mesitylene-2,4,6-triyl)tri-p-cresol C(C)(C)(C)C1=CC(=CC(=C1CC1=C(C(=C(C(=C1C)CC=1C(=CC(=CC1C(C)(C)C)O)C(C)(C)C)C)CC=1C(=CC(=CC1C(C)(C)C)O)C(C)(C)C)C)C(C)(C)C)O